((5-fluoro-2-methoxybenzoyl)amino)methyl-potassium trifluoroborate B(F)(F)F.FC=1C=CC(=C(C(=O)NC[K])C1)OC